1-[(3S)-3-[4-[5-Chloro-2-fluoro-4-(oxetan-3-ylmethoxy)anilino]pyrido[3,2-d]pyrimidin-6-yl]oxypyrrolidin-1-yl]prop-2-en-1-one ClC=1C(=CC(=C(NC=2C3=C(N=CN2)C=CC(=N3)O[C@@H]3CN(CC3)C(C=C)=O)C1)F)OCC1COC1